C(C)(C)(C)C1=C2CC[C@@H](C[C@@H]1NC1=NC=C(C=C1[N+](=O)[O-])Cl)N2 tert-butyl-(1R,3s,5S)-3-((5-chloro-3-nitropyridin-2-yl)amino)-8-azabicyclo[3.2.1]octaneN